[Mn].C1(C=CC(C=C1)=O)=O 4-benzoquinone manganese